CC1(CCN(CC1)C=O)NC (4-methyl-4-methylamino-piperidin-1-yl)-methanone